7-bromo-1-((2-(trimethylsilyl)ethoxy)methyl)-1H-imidazo[4,5-c]pyridine BrC=1C2=C(C=NC1)N=CN2COCC[Si](C)(C)C